C(C=1C(C(=O)[O-])=CC=CC1)(=O)OCC(O)CCOC(C=C)=O acryloxyethyl-2-hydroxyethyl phthalate